CC(C)C1=CC=C(C=C1)CCN 4-(1-methyl-ethyl)phenylethylamine